5-(1,2,4-oxadiazolyl)(2-thiazolyl)methanone O1N=C(N=C1)C1=CN=C(S1)C=O